methyl 3-(9-((4-(((tert-butoxycarbonyl)amino)methyl)phenyl)carbamoyl)-4,5-dihydrobenzo[b]thieno[2,3-d]oxepin-8-yl)-6-((2,4-dimethylpentan-3-yl)carbamoyl)picolinate C(C)(C)(C)OC(=O)NCC1=CC=C(C=C1)NC(=O)C1=CC2=C(OCCC3=C2SC=C3)C=C1C=1C(=NC(=CC1)C(NC(C(C)C)C(C)C)=O)C(=O)OC